(3-Aminoazetidin-1-yl)-5-(3-fluoro-4-((4-methylpyrimidin-2-yl)oxy)phenyl)-N-(1-methyl-1H-pyrazol-4-yl)pyrimidin-2-amine NC1CN(C1)C1=NC(=NC=C1C1=CC(=C(C=C1)OC1=NC=CC(=N1)C)F)NC=1C=NN(C1)C